N-(4-amino-1H-pyrazolo[4,3-c]pyridin-7-yl)-2-((2R,5S)-5-methyl-2-(4-(4-methylpiperazin-1-yl)phenyl)piperidin-1-yl)-2-oxoacetamide NC1=NC=C(C2=C1C=NN2)NC(C(=O)N2[C@H](CC[C@@H](C2)C)C2=CC=C(C=C2)N2CCN(CC2)C)=O